1-n-pentyl-1,1,3,3,3-pentamethoxy-1,3-disilapropane C(CCCC)[Si](C[Si](OC)(OC)OC)(OC)OC